ClC1=C(C(=CC=C1Cl)O)C1=CC=2N(C=C1)C(=C(N2)CC(=O)O)C 2-(7-(2,3-dichloro-6-hydroxyphenyl)-3-methylimidazo[1,2-a]pyridin-2-yl)acetic acid